5-fluorobenzoimidazole FC1=CC2=C(N=CN2)C=C1